C(CCC)N(C(OC1=NC2=CC(=CC=C2C=C1)OCCCCN1CCN(CC1)C1=CC=CC=2SC=CC21)=O)CCCC 7-(4-(4-(benzo[b]thiophen-4-yl)piperazin-1-yl)butoxy)quinolin-2-yl dibutylcarbamate